(3S)-1-(3-(oxiran-2-yl)biphenyl-4-yloxy)-5-(trifluoromethyl)pyridine O1C(C1)C=1C=C(C=CC1ON1CC=CC(=C1)C(F)(F)F)C1=CC=CC=C1